8-chloro-3-bromoimidazo[1,2-a]Pyrazine ClC=1C=2N(C=CN1)C(=CN2)Br